CC(N)=N methylmethanimidamide